3-(2-(Aminomethyl)thiazol-5-yl)propan-1-ol 7-bromoheptyl-(Z)-dec-3-enoate BrCCCCCCCC(C(=O)OCCCC1=CN=C(S1)CN)\C=C/CCCCCC